4-(6-(4-((6-methoxypyridin-3-yl)methyl)piperazin-1-yl)pyridin-3-yl)-6-(1-(tetrahydro-2H-pyran-4-yl)-1H-pyrazol-4-yl)pyrazolo[1,5-a]pyrazine-3-carbonitrile COC1=CC=C(C=N1)CN1CCN(CC1)C1=CC=C(C=N1)C=1C=2N(C=C(N1)C=1C=NN(C1)C1CCOCC1)N=CC2C#N